C1(CC1)C=1C=2C=3N(C(=NC2C=CC1)NC=1C(N=CC=NC1)=O)N=C(N3)C3=CC(=CC=C3)F (6S)-6-{[10-cyclopropyl-2-(3-fluorophenyl)[1,2,4]triazolo[1,5-c]quinazolin-5-yl]amino}-1,4-diazepin-5-one